CS(=O)(=O)OCCCCC=1C(=C2C=NN(C2=CC1Cl)C1OCCCC1)Br 4-(4-Bromo-6-chloro-1-(tetrahydro-2H-pyran-2-yl)-1H-indazol-5-yl)butyl methanesulfonate